2-((2-(2-(1H-tetrazol-5-yl)phenyl)-6-(benzyl(isobutyl)amino)pyridin-4-yl)amino)-4-fluorobenzoic acid N1N=NN=C1C1=C(C=CC=C1)C1=NC(=CC(=C1)NC1=C(C(=O)O)C=CC(=C1)F)N(CC(C)C)CC1=CC=CC=C1